CC1=NN(C(=C1)C)C=1C=CC(N(N1)CC1CN(C1)C(=O)C1=CC=CC2=CC=CC=C12)=O 6-(3,5-dimethylpyrazol-1-yl)-2-[[1-(naphthalene-1-carbonyl)azetidin-3-yl]methyl]pyridazin-3-one